CN(C(=S)S(=O)(=O)CCCCCC(=O)O)C 6-{[(dimethylamino)thiocarbonyl]sulfonyl}hexanoic acid